N-[(3-chloro-4-cyclopropylphenyl)(phenyl)methyl]-4-fluoro-1-[2-(1H-1,2,3-triazol-5-yl)acetyl]pyrrolidine-2-carboxamide ClC=1C=C(C=CC1C1CC1)C(NC(=O)C1N(CC(C1)F)C(CC1=CN=NN1)=O)C1=CC=CC=C1